NC1=C(C=C(C=C1[N+](=O)[O-])C(C)=O)F 1-(4-amino-3-fluoro-5-nitrophenyl)ethanone